tert-butyl 5-[3-[[(4R)-1-[(3-aminophenyl)methylsulfonyl]-2,2-dimethyl-4-piperidyl]amino]-2-fluoro-phenyl]-4-chloro-3-(2-ethoxy-2-oxo-ethoxy)thiophene-2-carboxylate NC=1C=C(C=CC1)CS(=O)(=O)N1C(C[C@@H](CC1)NC=1C(=C(C=CC1)C1=C(C(=C(S1)C(=O)OC(C)(C)C)OCC(=O)OCC)Cl)F)(C)C